N-tert-butyl-3-fluorobenzenesulfonamide C(C)(C)(C)NS(=O)(=O)C1=CC(=CC=C1)F